C(C1=CC=CC=C1)OC1(CCC1)C(=O)N(C)OC (benzyloxy)-N-methoxy-N-methylcyclobutane-1-carboxamide